O=C(CN1C(NC2=NC=C(C=C21)C2=CC(=CC=C2)C(F)(F)F)=O)N2CCCC2 1-(2-oxo-2-pyrrolidin-1-yl-ethyl)-6-[3-(trifluoromethyl)phenyl]-3H-imidazo[4,5-b]pyridin-2-one